N-(6-((2-fluoro-[1,1'-biphenyl]-3-yl)methyl)-5-azaspiro[2.4]heptan-7-yl)methanesulfonamide hydrochloride Cl.FC1=C(C=CC=C1CC1NCC2(CC2)C1NS(=O)(=O)C)C1=CC=CC=C1